2-[2-[2-[2-[2-[2-[2-[4-[6-(dimethylamino)-2-fluoro-pyridin-3-yl]phenyl]imidazo-[1,2-a]pyridin-6-yl]oxyethoxy]ethoxy]ethoxy]ethoxy]ethoxy]ethyl 4-methylbenzenesulfonate CC1=CC=C(C=C1)S(=O)(=O)OCCOCCOCCOCCOCCOCCOC=1C=CC=2N(C1)C=C(N2)C2=CC=C(C=C2)C=2C(=NC(=CC2)N(C)C)F